ClC=1C(=C(C=CC1Cl)NC1=NC=NC2=CC(=C(C=C12)C1CN(C1)C(C=C)=O)O[C@@H]1COCC1)F (S)-1-(3-(4-((3,4-dichloro-2-fluorophenyl)amino)-7-((tetrahydrofuran-3-yl)oxy)quinazolin-6-yl)azetidin-1-yl)prop-2-en-1-one